4-(10H-phenothiazin-10-yl)benzoic acid C1=CC=CC=2SC3=CC=CC=C3N(C12)C1=CC=C(C(=O)O)C=C1